1-[(3,3-difluorocyclobutyl)methyl]-3-[1-(difluoromethyl)pyrazol-4-yl]pyrrolo[3,2-b]pyridin FC1(CC(C1)CN1C=C(C2=NC=CC=C21)C=2C=NN(C2)C(F)F)F